C1(CC1)C1=C(C(=NO1)C1=C(C=CC=C1)OC(F)(F)F)COC1C(CN(CC1)C1=CC=C(C=C1)C#CC(=O)OCC)(F)F Ethyl 3-(4-(4-((5-cyclopropyl-3-(2-(trifluoromethoxy)phenyl)isoxazol-4-yl)methoxy)-3,3-difluoropiperidin-1-yl)phenyl)propiolate